NC1(CC1)COC=1C(=C2CC(CC2=C(C1)F)CNCCC1CN(C(O1)=O)C=1C=CC=2OCC(NC2N1)=O)F 6-[5-[2-[[5-[(1-aminocyclopropyl)methoxy]-4,7-difluoro-2,3-dihydro-1H-inden-2-yl]methylamino]ethyl]-2-oxo-1,3-oxazolidin-3-yl]-4H-pyrido[3,2-b][1,4]oxazin-3-one